5-[[3-[[3-[1-(2,2-dimethylpropionyloxy)ethoxycarbonyl]-4-hydroxy-phenyl]carbamoyl]-2,5-dihydroxy-benzoyl]amino]-2-hydroxy-benzoic acid CC(C(=O)OC(C)OC(=O)C=1C=C(C=CC1O)NC(=O)C=1C(=C(C(=O)NC=2C=CC(=C(C(=O)O)C2)O)C=C(C1)O)O)(C)C